8-(6-((R)-1-(2-((S)-3-(difluoromethoxy)pyrrolidin-1-yl)ethoxy)ethyl)pyridin-3-yl)-1-isopropyl-3-methyl-1H-imidazo[4,5-c]cinnolin-2(3H)-one FC(O[C@@H]1CN(CC1)CCO[C@H](C)C1=CC=C(C=N1)C1=CC=2C3=C(N=NC2C=C1)N(C(N3C(C)C)=O)C)F